NCCC=1C=NC(=NC1)C1=C(C=C(C#N)C=C1)OC1=CC(=NC(=C1)C)OCCOC 4-[5-(2-aminoethyl)pyrimidin-2-yl]-3-[2-(2-methoxyethoxy)-6-methylpyridin-4-yl]oxybenzonitrile